C(C(=C)C)(=O)OC1=NC(=NO1)CCCC1=CC=C(C=C1)Cl (3-(3-(4-chlorophenyl) propyl)-1,2,4-oxadiazol-5-yl) methacrylate